ONC1=NC(=NC=C1)NC(=O)NC1=CC2=CC=CC=C2C=C1 1-(4-(hydroxyamino)pyrimidin-2-yl)-3-(naphthalen-2-yl)urea